C1(CC1)C=1C=C(C=C(C1)N1C(C2=CC(=CC(=C2C1)F)CO)=O)C1=C(C=C(C=C1)C#N)C1=NN=CN1C 3'-cyclopropyl-5'-[4-fluoro-6-(hydroxymethyl)-1-oxo-3H-isoindol-2-yl]-2-(4-methyl-1,2,4-triazol-3-yl)-[1,1'-biphenyl]-4-carbonitrile